4,4'-bis(diphenylamino)biphenyl methyl-5-(benzo[d]oxazol-2-yl)-2-bromoisonicotinate COC(C1=CC(=NC=C1C=1OC2=C(N1)C=CC=C2)Br)=O.C2(=CC=CC=C2)N(C2=CC=C(C=C2)C2=CC=C(C=C2)N(C2=CC=CC=C2)C2=CC=CC=C2)C2=CC=CC=C2